CC1=C(C2=CC=CC=C2C(=C1C/C=C(\\C)/CC/C=C(\\C)/CC/C=C(\\C)/CC/C=C(\\C)/CC/C=C(\\C)/CC/C=C(\\C)/CC/C=C(\\C)/CC/C=C(\\C)/CC/C=C(\\C)/CC/C=C(\\C)/CCC=C(C)C)O)O The molecule is a menaquinol whose structure comprises a 2-methylbenzohydroquinone nucleus and a side chain of eleven isoprenoid units. It has a role as an electron donor.